2-((5-(cyanomethyl)-2-((6-methoxy-2-methyl-1,2,3,4-tetrahydroisoquinolin-7-yl)amino)-7H-pyrrolo[2,3-d]pyrimidin-4-yl)amino)-N,N-dimethylbenzenesulfonamide C(#N)CC1=CNC=2N=C(N=C(C21)NC2=C(C=CC=C2)S(=O)(=O)N(C)C)NC2=C(C=C1CCN(CC1=C2)C)OC